(2S,4R)-4-((tert-butyldimethylsilyl)oxy)-1-((S)-2-(4-(3-hydroxypropyl)-1H-1,2,3-triazol-1-yl)-3-methylbutanoyl)-N-((S)-1-(4-(4-methylthiazol-5-yl)phenyl)ethyl)pyrrolidine-2-carboxamide [Si](C)(C)(C(C)(C)C)O[C@@H]1C[C@H](N(C1)C([C@H](C(C)C)N1N=NC(=C1)CCCO)=O)C(=O)N[C@@H](C)C1=CC=C(C=C1)C1=C(N=CS1)C